FC(C=1C(=NC=CC1)C(C)=O)(F)F 1-(3-(trifluoromethyl)pyridin-2-yl)ethan-1-one